C(C)(C)(C)OC(=O)N1CC=2C=CC(=NC2CC1CCC)P(=O)(OC(C)(C)C)OC(C)(C)C 2-(di-tert-butoxyphosphoryl)-7-propyl-7,8-dihydro-1,6-naphthyridine-6(5H)-carboxylic acid tert-butyl ester